(4'-bromobiphenyl-4-yl)-3,5-diphenyl-1,3,5-triazine BrC1=CC=C(C=C1)C1=CC=C(C=C1)C1N=CN(CN1C1=CC=CC=C1)C1=CC=CC=C1